FC=1C=CC=2N(C3=CC=C(C=C3C2C1)F)CC(CN1C(N(CC1)CC)=O)O 1-(3-(3,6-difluoro-9H-carbazol-9-yl)-2-hydroxypropyl)-3-ethylimidazolidin-2-one